(RS)-benzyl 3-aminopyrrolidine-1-carboxylate N[C@H]1CN(CC1)C(=O)OCC1=CC=CC=C1 |r|